pyrazolo[1,5-a]Pyrimidin-2-amine N1=C(C=C2N1C=CC=N2)N